O=C1NCCN1 2-oxoimidazolin